7-cyclopropyl-3-ethyl-2-(isopropylamino)-3,7-dihydro-4H-pyrrolo[2,3-d]pyrimidin-4-one C1(CC1)N1C=CC2=C1N=C(N(C2=O)CC)NC(C)C